N1(C=CC2=CC=CC=C12)C1=NC=C(C(=C1)OC=1C(=NC(=NC1)N)N)C(C)C 5-((2-(1H-indol-1-yl)-5-isopropylpyridin-4-yl)oxy)pyrimidine-2,4-diamine